C1(CC1)NC(C1=C(C=C(C(=C1)C=1C=NC(=C(C1)C1=NNN=C1)NC(CO)(C)C)C)F)=O N-cyclopropyl-2-fluoro-5-(6-((1-hydroxy-2-methylpropan-2-yl)amino)-5-(2H-1,2,3-triazol-4-yl)pyridin-3-yl)-4-methylbenzamide